O=C1NC(CCC1N1C(C2=C(C(=C(C(=C2C1=O)F)F)N1CCNCC1)F)=O)=O 2-(2,6-dioxopiperidin-3-yl)-4,5,7-trifluoro-6-(piperazin-1-yl)isoindoline-1,3-dione